C(C)(C)(C)C=1C(=NN2C1N=C(C=C2C=2C=NNC2)Cl)C(=O)OCC ethyl 3-(tert-butyl)-5-chloro-7-(1H-pyrazol-4-yl)pyrazolo[1,5-a]pyrimidine-2-carboxylate